C(C)(C)(C)OC(=O)NC=1N=C(N(C1)C)C(=O)NC=1C=C(N(C1)C)C(=O)NC1=CC=C(C=C1)C1=NC2=C(N1)C=CC(=C2)NC(OCC=C)=O allyl (2-(4-(4-(4-((tert-butoxycarbonyl)amino)-1-methyl-1H-imidazole-2-carboxamido)-1-methyl-1H-pyrrole-2-carboxamido)phenyl)-1H-benzo[d]imidazol-5-yl)carbamate